3,3,3-trifluoro-2-hydroxypropyl carbamate C(N)(OCC(C(F)(F)F)O)=O